N1-(3-aminopropyl)-N3-(2-benzyl-7-(2-methyl-2H-tetrazol-5-yl)-9H-pyrimido[4,5-b]indol-4-yl)propane-1,3-diamine NCCCNCCCNC1=NC(=NC=2NC3=CC(=CC=C3C21)C=2N=NN(N2)C)CC2=CC=CC=C2